1-cyclopropyl-7-(4-(3,5-dimethylbenzyl)piperazin-1-yl)-6-fluoro-4-oxo-1,4-dihydroquinoline-3-carboxylic acid C1(CC1)N1C=C(C(C2=CC(=C(C=C12)N1CCN(CC1)CC1=CC(=CC(=C1)C)C)F)=O)C(=O)O